[Ir+3].CC=1C(=NC(=NC1C1=C(C=CC=C1)C)C(=O)[O-])C1=CC=CC=C1.CC=1C(=NC(=NC1C1=C(C=CC=C1)C)C(=O)[O-])C1=CC=CC=C1 bis[5-methyl-6-(2-methylphenyl)-4-phenylpyrimidinate] iridium (III)